C(=O)(O)N1N=C2C(=N1)C=CC=C2 2-carboxy-benzotriazole